C(CCCCC)C(COC(CC(CCCCCCCCC)N(C(CCCCC(=O)OCC(CCCCCC)CCCC)=O)CCCN(C)C)=O)CCCCCCCC 3-{6-[(2-butyloctyl)oxy]-N-[3-(dimethylamino)propyl]-6-oxohexanamido}dodecanoic acid 2-hexyldecyl ester